(E)-4-oxo-4-(4-piperidinylamino)but-2-enoic acid methyl ester COC(\C=C\C(NC1CCNCC1)=O)=O